6-(2-(methyl-d3)-5-((S)-1,1,1-trifluoro-2,3-dihydroxypropan-2-yl)phenyl)pyrazine-2-carboxamide C(C1=C(C=C(C=C1)[C@@](C(F)(F)F)(CO)O)C1=CN=CC(=N1)C(=O)N)([2H])([2H])[2H]